F[C@H]1C(N(CC1)C=1N=C(N2C1[C@H](N(CC2)C(C2=CC=C(C=C2)F)=O)C)C2=NC(=NS2)C)=O (R)-3-Fluoro-1-[(R)-7-(4-fluorobenzoyl)-8-methyl-3-(3-methyl-1,2,4-thiadiazole-5-yl)-5,6,7,8-tetrahydroimidazo[1,5-a]pyrazin-1-yl]-pyrrolidin-2-one